NC1=CC(=C(N=N1)Cl)[C@H](N1C(NCC(C1)(F)F)=O)C1CC1 (R)-1-((6-amino-3-chloropyridazin-4-yl)(cyclopropyl)methyl)-5,5-difluorotetrahydropyrimidin-2(1H)-one